3-phenyl-1,2-oxazole C1(=CC=CC=C1)C1=NOC=C1